(S)-3-(isoquinolin-4-yl-(methyl)amino)pyrrolidine-1-carboxylic acid tert-butyl ester C(C)(C)(C)OC(=O)N1C[C@H](CC1)N(C)C1=CN=CC2=CC=CC=C12